(S)-3-(1-aminoethyl)-6-chloro-8-fluoroquinolin-2(1H)-one N[C@@H](C)C=1C(NC2=C(C=C(C=C2C1)Cl)F)=O